CC1=C(C=C(C=C1)CC=O)C(C(=O)O)C (2-methyl-5-(2-oxoethyl)phenyl)propanoic acid